C1(CCCC1)NC=1C=C(C=C2C=C(NC12)C1=CC(=CC=C1)F)CN1CC(NCC1)=O 4-((7-(cyclopentylamino)-2-(3-fluorophenyl)-1H-indol-5-yl)methyl)piperazine-2-one